2-Ethylsulfanyl-6-fluoro-8-(1-hydroxyethyl)-chromen-4-one C(C)SC=1OC2=C(C=C(C=C2C(C1)=O)F)C(C)O